BrC1=C(C2=C(N(C(N(C2=O)C2=C(C(=CC=C2)OC)F)=O)CC2=C(C=CC=C2C(F)(F)F)F)S1)CNC 6-bromo-3-(2-fluoro-3-methoxyphenyl)-1-(2-fluoro-6-(trifluoromethyl)benzyl)-5-((methylamino)methyl)thieno[2,3-d]pyrimidine-2,4(1H,3H)-dione